O1[C@@H](CC1)CN1C(=NC2=C1C=C(C=C2)C(=O)OC)C=C2CCNCC2 methyl (S)-1-(oxetan-2-ylmethyl)-2-(piperidin-4-ylidenemethyl)-1H-benzo[d]imidazole-6-carboxylate